methyl (2S)-3-tert-butoxy-2-[(trifluoromethanesulfonyl)oxy]propanoate C(C)(C)(C)OC[C@@H](C(=O)OC)OS(=O)(=O)C(F)(F)F